rhodium nitrate [N+](=O)([O-])[O-].[Rh+3].[N+](=O)([O-])[O-].[N+](=O)([O-])[O-]